C(C)(C)(C)OC(NCC(=O)NC1=C2CN(C(C2=CC=C1)=O)C1C(NC(CC1)=O)=O)=O (2-((2-(2,6-Dioxopiperidin-3-yl)-1-oxoisoindolin-4-yl)amino)-2-oxoethyl)-carbamic acid tert-butyl ester